C(C=C)N1C(=CC=2C1=NC(=CC2)[C@@H](C)N)C2=NC1C(N2C)C(=CC(=C1)C(=O)OC(C)C)OC isopropyl 2-(1-allyl-6-((R)-1-aminoethyl)-1H-pyrrolo[2,3-b]pyridin-2-yl)-7-methoxy-1-methyl-3a,7a-dihydro-1H-benzo[d]imidazole-5-carboxylate